1-phenyl-3-butyn-2-ylmethylsulfonate C1(=CC=CC=C1)CC(C#C)CS(=O)(=O)[O-]